ethyl 2-(2,2-bis(2-cyanophenyl) ethyl)-5-methoxy-1-methyl-6-oxo-1,6-dihydropyrimidine-4-carboxylate C(#N)C1=C(C=CC=C1)C(CC=1N(C(C(=C(N1)C(=O)OCC)OC)=O)C)C1=C(C=CC=C1)C#N